N'-butylthiourea C(CCC)NC(N)=S